C(#N)C1=C(C=CC=C1/C=C/C1=C(CN2[C@@H](CCCC2)C(=O)O)C(=CC=C1C)OCCCCC#N)C1=CC=CC=C1 (S,E)-1-(2-(2-(2-cyano-[1,1'-biphenyl]-3-yl)vinyl)-6-(4-cyanobutoxy)-3-Methylbenzyl)piperidine-2-carboxylic acid